C(C1=CC=CC=C1)ON[C@@H]1CC[C@H](N(C1)C(=O)OC(C)(C)C)C(=O)O (2S,5R)-5-((Benzyloxy)amino)-1-(tert-butoxycarbonyl)piperidine-2-carboxylic acid